ClC1=C(C=CC=C1C)NC1=C(C#N)C=CC(=N1)C1CC1 ((2-chloro-3-methylphenyl)amino)-6-cyclopropylnicotinonitrile